2-((5-chloro-2-(4-morpholinomethylanilino)pyrimidin-4-yl)amino)benzoic acid ClC=1C(=NC(=NC1)NC1=CC=C(C=C1)CN1CCOCC1)NC1=C(C(=O)O)C=CC=C1